C(=O)O.C(C)(C)(C)OC(=O)N[C@@H](C(C)C)C(=O)OC1=C2C(=CNC2=CC=C1)CCN(C)C 3-(2-(Dimethylamino)ethyl)-1H-indol-4-yl (tert-butoxycarbonyl)-L-valinate formate